t-butyl 8-((tetrahydrofuran-3-yl)amino)-3,4-dihydroisoquinoline-2(1H)-carboxylate O1CC(CC1)NC=1C=CC=C2CCN(CC12)C(=O)OC(C)(C)C